2,4,6-tris(chloroamino)-1,3,5-triazine ClNC1=NC(=NC(=N1)NCl)NCl